1-(4-methoxybenzyl)-4-methyl-1H-pyrazole COC1=CC=C(CN2N=CC(=C2)C)C=C1